2-(((S)-1-(((S)-1,1-bis(3,4-dimethoxyphenyl)propan-2-yl)amino)-4-methyl-1-oxopentan-2-yl)carbamoyl)-4-methoxypyridin-3-yl acetate C(C)(=O)OC=1C(=NC=CC1OC)C(N[C@H](C(=O)N[C@H](C(C1=CC(=C(C=C1)OC)OC)C1=CC(=C(C=C1)OC)OC)C)CC(C)C)=O